3-(4-amino-3-ethoxyphenoxy)propane-1-sulfonic acid NC1=C(C=C(OCCCS(=O)(=O)O)C=C1)OCC